FC(C=1C=C(C=CC1F)C=1C=C2C(=NC1)C=NN2CC=2C=NC(=CC2)OC)F 6-[3-(Difluoromethyl)-4-fluoro-phenyl]-1-[(6-methoxy-3-pyridyl)methyl]pyrazolo[4,3-b]pyridine